[Si](C)(C)(C(C)(C)C)OCC1N(C(=CCCC1CC(C)C)C1=NC(=CN=C1)N(C)C1CCC1)C(=O)OC(C)(C)C tert-Butyl 2-[[tert-butyl(dimethyl)silyl]oxymethyl]-7-[6-[cyclobutyl(methyl)amino]pyrazin-2-yl]-3-isobutyl-2,3,4,5-tetrahydroazepine-1-carboxylate